BrC=1C=C(C(N(C1)C)=O)NC1=NC=C(C=C1)N1CC(C1)OC 5-Bromo-3-(5-(3-methoxyazetidin-1-yl)pyridin-2-ylamino)-1-methylpyridin-2(1H)-one